CN1N=C(C=C1)C1=CC(=C(C(=O)N[C@@H]2CN(CCC2)C2=C(C(=C(C=C2)F)F)F)C=C1)F 4-(1-methyl-1H-pyrazol-yl)-N-((3S,4S)-(2,3,4-trifluorophenyl)piperidin-3-yl)-2-fluorobenzamide